NC1=NC=CC2=C(C=CC=C12)C1C2(C3=CC=CC=C3C1)CCCCC2 (1-aminoisoquinolin-5-yl)-2',3'-dihydrospiro[cyclohexane-1,1'-indene]